4-(8,9,10,11-tetrahydro-3H-pyrazolo[4,3-a]phenanthridin-7-yl)aniline C1=NNC=2C1=C1C=3CCCCC3C(=NC1=CC2)C2=CC=C(N)C=C2